C1OC2=C(O1)C=C(C=C2)/C=C/C(=O)O trans-3,4-(methylenedioxy)cinnamic acid